5-fluoro-3-((5-nitro-2-(2-(pyrrolidin-1-yl)ethoxy)benzyloxy)phenyl)pyrimidin-4-amine FC1=C(N(CN=C1)C1=C(C=CC=C1)OCC1=C(C=CC(=C1)[N+](=O)[O-])OCCN1CCCC1)N